O1CCN2C=C(C3=CC=CC1=C23)C(C(=O)N(C)C)=O (2,3-dihydro-[1,4]oxazino[2,3,4-hi]indol-6-yl)-N,N-dimethyl-glyoxylamide